2-morpholino-3,4-pyridinediamine O1CCN(CC1)C1=NC=CC(=C1N)N